N-(4-((dimethylamino)-methyl)pyridin-2-yl)-6-(5-methyl-1H-pyrazol-4-yl)benzo[d]thiazol-2-amine CN(C)CC1=CC(=NC=C1)NC=1SC2=C(N1)C=CC(=C2)C=2C=NNC2C